C1(CC1)N1N=C(C2=C(C1=O)C(=C(C(N2C)=O)C)NC2=C(C=C(C=C2)I)F)C=2C=C(C=CC2)N=[S@](=O)(N(C)C)C (S)-N'-(3-(6-cyclopropyl-4-((2-fluoro-4-iodophenyl)amino)-1,3-dimethyl-2,5-dioxo-1,2,5,6-tetrahydropyrido[2,3-d]pyridazin-8-yl)phenyl)-N,N-dimethylmethanesulfonimidamide